(2R)-2-[5-chloro-2-(1,1-difluoropropyl)-4-fluorophenoxy]-3-fluoropropanoic acid ClC=1C(=CC(=C(O[C@H](C(=O)O)CF)C1)C(CC)(F)F)F